FC1=CC=C(C=C1)C1(N(CCC2=CC=CC=C12)C(=O)NC)C1=CNCC1 1-(4-fluorophenyl)-N-methyl-((R)-pyrrolin-3-yl)-3,4-dihydroisoquinoline-2(1H)-carboxamide